O=C1NC(CC[C@H]1NC(=O)[C@@H]1CCNC2=CC=CC=C12)=O (4R)-N-[(3R)-2,6-dioxopiperidin-3-yl]-1,2,3,4-tetrahydroquinolin-4-carboxamide